tert-Butyl N-[5-[2-[4-chlorophenyl]-1-hydroxy-2-methyl-propyl]-2-pyridyl]carbamate ClC1=CC=C(C=C1)C(C(O)C=1C=CC(=NC1)NC(OC(C)(C)C)=O)(C)C